3-(difluoromethoxy)cyclobutanecarbohydrazide FC(OC1CC(C1)C(=O)NN)F